NC1=C2N=CN(C2=NC=N1)CC1=CC=NC=C1N1CC(CCC1)N 4-((6-amino-9H-purin-9-yl)methyl)-5-(3-aminopiperidin-1-yl)pyridin